N-(2-((5-chloro-2-((2-methoxy-4-(4-(4-methylpiperazin-1-yl)piperidin-1-yl)phenyl)amino)pyrimidin-4-yl)amino)phenyl)methanesulfonamide ClC=1C(=NC(=NC1)NC1=C(C=C(C=C1)N1CCC(CC1)N1CCN(CC1)C)OC)NC1=C(C=CC=C1)NS(=O)(=O)C